NC1=NC=CC=C1C1=CC(=NO1)CC=1C=NC(=NC1)O 5-((5-(2-aminopyridin-3-yl)isoxazol-3-yl)methyl)pyrimidin-2-ol